γ-chloropropyl-triacetoxysilane vanadium-selenium [Se].[V].ClCCC[Si](OC(C)=O)(OC(C)=O)OC(C)=O